C(ON1C(CCC1=O)=O)(OCC[Si](CCOC(ON1C(CCC1=O)=O)=O)(C1=CC=CC=C1)C1=CC=CC=C1)=O Bis(2,5-dioxopyrrolidin-1-yl) ((diphenylsilanediyl)bis(ethane-2,1-diyl)) bis(carbonate)